NC1=C(C(NC(=N1)N1CCC2([C@@H]([C@@H](OC2)C)N)CC1)=O)OC1=C(C(=CC=C1)Cl)Cl 6-amino-2-((3S,4S)-4-amino-3-methyl-2-oxa-8-azaspiro[4.5]decan-8-yl)-5-(2,3-dichlorophenoxy)pyrimidin-4(3H)-one